tert-butyl 1-(4-(chloromethyl)-1-oxo-1,2-dihydrophthalazin-6-yl)cyclobutane-1-carboxylate ClCC1=NNC(C2=CC=C(C=C12)C1(CCC1)C(=O)OC(C)(C)C)=O